CN1CCC(CC1)NC1=C(C=C(C=C1)S(=O)(=O)N)[N+](=O)[O-] 4-(1-Methylpiperidin-4-ylamino)-3-nitrobenzenesulfonamide